BrC1=C(C=NC=C1Cl)Cl 4-bromo-3,5-dichloropyridine